S1C=C(C=C1)CCS 2-(thiophen-3-yl)ethane-1-thiol